C(C)N1C([C@@H](OC2(C1)CCN(CC2)CC2=CC=C(C=C2)OC)C)=O (S)-4-ethyl-9-(4-methoxybenzyl)-2-methyl-1-oxa-4,9-diazaspiro[5.5]undecan-3-one